C(#N)C1=NC=C(C=N1)OC1=CC=C(C=C1)C(C)(C)C1=CC=C(C=N1)OC1CC(C1)NC(OC(C)(C)C)=O tert-butyl ((1s,3s)-3-((6-(2-(4-((2-cyanopyrimidin-5-yl)oxy)phenyl)propan-2-yl)pyridin-3-yl)oxy)cyclobutyl)carbamate